COC1OC(OCCC1)(C1=CC2=C(SC3=C2C=CC=C3)C=C1)C1=CC=CC=C1 2-[Methoxyphenyl-[1,3]dioxepan-2-yl]dibenzothiophene